ClC1=C2C(OC(C2=C(C(=C1Cl)Cl)Cl)=O)(C1=C(N(C2=CC=CC=C12)CCCCC)C)C1=C(C=C(C=C1)N(CC)CC)OCC 4,5,6,7-tetrachloro-3-[4-(diethylamino)-2-ethoxyphenyl]-3-(1-pentyl-2-methyl-1H-indol-3-yl)-1(3H)-isobenzofuranone